(R)-N-ethyl-5-fluoro-2-((5-(2-(1-((2-hydroxyethyl)amino)-4-methylpentan-3-yl)-2,6-diazaspiro[3.4]octan-6-yl)-1,2,4-triazin-6-yl)oxy)-N-isopropylbenzamide C(C)N(C(C1=C(C=CC(=C1)F)OC1=C(N=CN=N1)N1CC2(CN(C2)[C@H](CCNCCO)C(C)C)CC1)=O)C(C)C